1-((benzyloxy)carbonyl)-7-fluoro-1,2,3,4-tetrahydroquinoline-6-carboxylic acid C(C1=CC=CC=C1)OC(=O)N1CCCC2=CC(=C(C=C12)F)C(=O)O